2-{[(oxazolidin-4-yl)carbonyl](2,6-difluoropyridin-4-yl)amino}-N-(2,2-dimethylcyclobutyl)-5-methylthiazole-4-carboxamide O1CNC(C1)C(=O)N(C=1SC(=C(N1)C(=O)NC1C(CC1)(C)C)C)C1=CC(=NC(=C1)F)F